Lauroyl Methylaminopropionate CCCCCCCCCCCC(=O)OC(=O)C(C)NC